N=1C=NN2C1C=C(C=C2)OC2=C(C=C(C=C2)NC2=NC=NC1=CC=C3C(=C21)OC[C@@H]2N3CCNC2)F (R)-N-(4-([1,2,4]triazolo[1,5-a]pyridin-7-yloxy)-3-fluorophenyl)-6,6a,7,8,9,10-hexahydropyrazino[1',2':4,5][1,4]oxazino[2,3-f]quinazolin-4-amine